BrC1=CC(=C(CCNC(=O)C2=C(CCC2)C(=O)O)C=C1OC)OC 2-((4-bromo-2,5-dimethoxyphenethyl)carbamoyl)cyclopent-1-ene-1-carboxylic acid